(1R,3S,5R)-N-(6-bromo-3-vinylpyridin-2-yl)-5-((N-methylbut-3-en-1-ylsulfonamido)methyl)-2-azabicyclo[3.1.0]hexane-3-carboxamide TFA salt OC(=O)C(F)(F)F.BrC1=CC=C(C(=N1)NC(=O)[C@H]1N[C@@H]2C[C@@]2(C1)CN(S(=O)(=O)CCC=C)C)C=C